FC1=C(OCCOCCOCCOCC(=O)N2CCN(CC2)C=2C=C3C(N(C(C3=CC2F)=O)C2C(NC(CC2)=O)=O)=O)C(=CC=C1F)C=1N=C(SC1)N1CCOCC1 5-(4-(2-(2-(2-(2-(2,3-difluoro-6-(2-morpholinothiazol-4-yl)phenoxy)ethoxy)ethoxy)ethoxy)acetyl)piperazin-1-yl)-2-(2,6-dioxopiperidin-3-yl)-6-fluoroisoindoline-1,3-dione